BrC=1C=C(/C=C/C=2SC3=C(N2)C=CC(=C3)N(C(OC(C)(C)C)=O)CC)C=CC1OCOC (E)-tert-butyl (2-(3-bromo-4-(methoxymethoxy)styryl)benzo[d]thiazol-6-yl)(ethyl)carbamate